BrC1=CC=C(C(=N1)CC1(CCN(CC1)CC1=C(C(=CC=C1)Cl)F)C(=O)OC)F methyl 4-((6-bromo-3-fluoropyridin-2-yl) methyl)-1-(3-chloro-2-fluorobenzyl)-piperidine-4-carboxylate